BrC1=CC=C2C(CCNC2=C1)(SC1=CC=C(C=C1)F)SC1=CC=C(C=C1)F 7-bromo-4,4-bis((4-fluorophenyl)thio)-1,2,3,4-tetrahydroquinoline